(5-chloro-2-((5-cyclopropyl-2-methyl-1,2,3,4-tetrahydroisoquinolin-7-yl)amino)pyrimidin-4-yl)-1H-indole-3-carboxamide ClC=1C(=NC(=NC1)NC1=CC(=C2CCN(CC2=C1)C)C1CC1)N1C=C(C2=CC=CC=C12)C(=O)N